CS(=O)(=O)N1C(N(CC1)C(=O)Cl)=O 3-(methylsulphonyl)-2-oxoimidazolidine-1-carbonyl chloride